3a,4,5,9b-tetrahydro-5-(tetrahydro-2,5-bisoxo-3-furanyl)-naphtho[1,2-c]furan-1,3-dione O=C1OC(CC1C1CC2C(C(OC2=O)=O)C2=CC=CC=C12)=O